1-(6-amino-2-methylpyridin-3-yl)-N-((5-phenyl-1,3,4-thiadiazol-2-yl)methyl)-1H-1,2,3-triazole-4-carboxamide NC1=CC=C(C(=N1)C)N1N=NC(=C1)C(=O)NCC=1SC(=NN1)C1=CC=CC=C1